ClC=1C(=CC(=NC1)NC(=O)[C@@H]1C[C@@H](CCC1)NC([C@H](C)O)=O)C=1C=NN2C1CCCC2 (1S,3r)-N-(5-chloro-4-(4,5,6,7-tetrahydropyrazolo[1,5-a]pyridin-3-yl)pyridin-2-yl)-3-((S)-2-hydroxypropionamido)cyclohexanecarboxamide